4-[2-Fluoro-5-[4-(4-oxo-3H-quinazolin-2-yl)piperazine-1-carbonyl]phenyl]-N,N-dimethylbenzamide FC1=C(C=C(C=C1)C(=O)N1CCN(CC1)C1=NC2=CC=CC=C2C(N1)=O)C1=CC=C(C(=O)N(C)C)C=C1